CCCCCCCCCCCCCC(=O)NCCOP(=O)([O-])OC[C@@H](COC(=O)CCCCCCC/C=C\\CCCCCCCC)OC(=O)CCCCCCC/C=C\\CCCCCCCC The molecule is an N-acylphosphatidylethanolamine(1-) in which the N-acyl group is specified as myristoyl (tetradecanoyl) while the phosphatidyl acyl groups are both specified as oleoyl (9Z-octadecenoyl); major species at pH 7.3. It is a conjugate base of a N-myristoyl-1,2-dioleoyl-sn-glycero-3-phosphoethanolamine.